ClC1=NC=NC=2C=CC(CC12)=O 4-chloro-6-oxo-quinazoline